tert-butyl ((E)-6-((S)-2-cyano-4-(2-(1-ethyl-3-(trifluoromethyl)-1H-pyrazol-4-yl)phenyl)-4,7-dihydrothieno[2,3-c]pyridin-6(5H)-yl)-6-oxohex-4-en-3-yl)carbamate C(#N)C1=CC2=C(CN(C[C@H]2C2=C(C=CC=C2)C=2C(=NN(C2)CC)C(F)(F)F)C(/C=C/C(CC)NC(OC(C)(C)C)=O)=O)S1